C1(CC1)N1C(C2=CC=CC=C2C(C1=O)(C[Se]C#N)C)=O 2-cyclopropyl-4-methyl-4-(selenocyanatomethyl)isoquinoline-1,3(2H,4H)-dione